C(#N)C1=CC=C(C(=O)N2CCN(CC2)C(C(=O)NC2=NC=C(C=C2)OC2=CC=C(C=C2)F)C)C=C1 2-[4-(4-cyanobenzoyl)piperazin-1-yl]-N-[5-(4-fluorophenoxy)pyridin-2-yl]propanamide